2-aminothioacetate NCC(=S)[O-]